C(C=C)(=O)N1CC(C(C(C1)=CC1=CC=CC=C1)=O)=CC1=CC=CC=C1 1-acryloyl-(3,5-dibenzylidene)piperidin-4-one